1-[2,7-dimethyl-4-({(1R)-1-[2-methyl-3-(trifluoromethyl)phenyl]ethyl}amino)pyrido[2,3-d]pyrimidin-6-yl]-1lambda5-phospholan-1-one CC=1N=C(C2=C(N1)N=C(C(=C2)P2(CCCC2)=O)C)N[C@H](C)C2=C(C(=CC=C2)C(F)(F)F)C